Methyl 3-((tert-butoxycarbonyl)amino)-3-(5-(4-fluoro-2-hydroxy-6-methylphenyl)pyridin-3-yl)propanoate C(C)(C)(C)OC(=O)NC(CC(=O)OC)C=1C=NC=C(C1)C1=C(C=C(C=C1C)F)O